ClC=1C=2N(C=CC1)N=C(C2)[C@@H]2N(CCC1=C2N=CN1)C=1OC(=NN1)C=1C(=NC=CC1)C (R)-2-(4-(4-chloropyrazolo[1,5-a]pyridin-2-yl)-1,4,6,7-tetrahydro-5H-imidazo[4,5-c]pyridin-5-yl)-5-(2-methylpyridin-3-yl)-1,3,4-oxadiazole